2-[4-(chloromethyl)phenyl]-5-cyclopropyl-pyridine ClCC1=CC=C(C=C1)C1=NC=C(C=C1)C1CC1